O(S(=O)(=O)C(F)(F)F)C(C(F)(F)F)C=1C=NC(=CC1)Br 1-(6-bromopyridin-3-yl)-2,2,2-trifluoroethyl triflate